OC1=CC=C(C=C1)N1[C@@H]2CN([C@H](C1)C2)C(=O)OC(C)(C)C (1S,4S)-tert-butyl 5-(4-hydroxyphenyl)-2,5-diazabicyclo[2.2.1]heptane-2-carboxylate